S(F)(F)(F)(F)(F)F Sulfur(VI) fluoride